N[C@@H](CCC(=O)NCC)C(=O)O |r| racemic-Theanine